[(2R)-2-(4-carboxybutanoyloxy)-3-hexadecanoyloxy propyl]2-(trimethylazaniumyl)ethyl phosphate P(=O)(OCC([N+](C)(C)C)C[C@H](COC(CCCCCCCCCCCCCCC)=O)OC(CCCC(=O)O)=O)([O-])[O-]